NC(C=C1CN(C1)C1=NC(=NC=2NC3=C(C=C(C=C3C21)F)NC)OC=2C=NC(=NC2)C)C 4-(3-(2-Aminopropanylidene)azetidin-1-yl)-6-fluoro-N-methyl-2-((2-methylpyrimidin-5-yl)oxy)-9H-pyrimido[4,5-b]indol-8-amine